1-((1s,3s)-3-(benzyloxy)cyclobutoxy)-3-fluorobenzene C(C1=CC=CC=C1)OC1CC(C1)OC1=CC(=CC=C1)F